4-((tert-butyldimethylsilyl)oxy)but-2-ynoic acid methyl ester COC(C#CCO[Si](C)(C)C(C)(C)C)=O